(S)-3-chloro-N-(1-(3-(2-(trifluoromethyl)pyridin-4-yl)isoxazol-5-yl)ethyl)benzamide ClC=1C=C(C(=O)N[C@@H](C)C2=CC(=NO2)C2=CC(=NC=C2)C(F)(F)F)C=CC1